(2-([(2E)-3-PHENYLPROP-2-EN-1-YL]OXY)PHENYL)BORANEDIOL C1(=CC=CC=C1)/C=C/COC1=C(C=CC=C1)B(O)O